O=C1N(CCC(N1)=O)N1C(C2=CC=C(C=C2C1=O)CN1CCC(=CC1)C=1OC=CC1)=O 2-(2,4-dioxotetrahydropyrimidin-1(2H)-yl)-5-((4-(furan-2-yl)-3,6-dihydropyridine-1(2H)-yl)methyl)isoindoline-1,3-dione